(3R,4R)-nonane-3,4-diol CC[C@H]([C@@H](CCCCC)O)O